4-[[4-[[(1S)-2-hydroxy-1-phenyl-ethyl]amino]-5-(1,2,4-oxadiazol-5-yl)pyrimidin-2-yl]-amino]-2-methyl-benzamide OC[C@H](C1=CC=CC=C1)NC1=NC(=NC=C1C1=NC=NO1)NC1=CC(=C(C(=O)N)C=C1)C